BrC1=C(C=C(S1)C=O)CC(CCCC)CC 5-Bromo-4-(2-ethylhexyl)thiophene-2-carbaldehyde